2-[(3S)-3-aminopyrrolidin-1-yl]-N-[(1H-benzimidazol-2-yl)methyl]-8-bromopyrazolo[1,5-a][1,3,5]triazin-4-amine N[C@@H]1CN(CC1)C1=NC=2N(C(=N1)NCC1=NC3=C(N1)C=CC=C3)N=CC2Br